COC(=O)C1=C(C2=C(C3=NC=C(C=C3N2C(C2CCOCC2)C2=CC=CC=C2)Br)S1)F 6-bromo-3-fluoro-4-(phenyl-(tetrahydro-2H-pyran-4-yl)methyl)-4H-thieno[2',3':4,5]pyrrolo[3,2-b]pyridine-2-carboxylic acid methyl ester